(3-methyl-1H-indol-5-yl)boranediol CC1=CNC2=CC=C(C=C12)B(O)O